FC=1C=C(/C=C/SC=2N=NC=CC2)C=CC1 (E)-3-((3-Fluorostyryl)thio)pyridazine